Cl.N1CCC(CC1)N1C(OCC1)=O 3-(piperidine-4-yl)oxazolidine-2-one hydrochloride